O=C1CN(CCC1)C(=O)OC(C)(C)C tertbutyl 3-oxopiperidine-1-carboxylate